methyl 3-{[2-(2,6-dioxopiperidin-3-yl)-1,3-dioxo-2,3-dihydro-1H-isoindol-4-yl] amino}bicyclo[1.1.1]pentane-1-carboxylate O=C1NC(CCC1N1C(C2=CC=CC(=C2C1=O)NC12CC(C1)(C2)C(=O)OC)=O)=O